C(C=C)(=O)N[C@@H]1CN(C[C@@H](C1)O)C1=C2C(=C(NC2=C(C=C1F)C(=O)N)C)C 4-((3S,5R)-3-acrylamido-5-hydroxypiperidin-1-yl)-5-fluoro-2,3-dimethyl-1H-indole-7-carboxamide